2-(4-Dimethylamino-phenyl)-1H-benzoimidazole-5-carboxylic Acid (6-ethylpyridin-3-yl)-amide C(C)C1=CC=C(C=N1)NC(=O)C1=CC2=C(NC(=N2)C2=CC=C(C=C2)N(C)C)C=C1